N-(2-(dimethylamino)ethyl)-5-(8,9,10,11-tetrahydro-3H-pyrazolo[4,3-a]phenanthridin-7-yl)thiophene-2-carboxamide CN(CCNC(=O)C=1SC(=CC1)C1=NC2=CC=C3C(=C2C=2CCCCC12)C=NN3)C